((tert-butyldimethylsilyloxy)methyl)-2-(chloromethyl)imidazo[1,2-a]pyridine [Si](C)(C)(C(C)(C)C)OCC1=C(N=C2N1C=CC=C2)CCl